C12CNCC(N1C=1C=C3CN(C(C3=C(C1)F)=O)C1CNCCC1)C2 3-(5-(3,6-diazabicyclo[3.1.1]heptane-6-yl)-7-fluoro-1-oxoisoindoline-2-yl)piperidine